CC(C[C@@H]1C(C[C@@H]2N(CCC=3CC(C(=CC23)OC)(O)O)C1)O)(C)C (3S,11bS)-3-(2,2-dimethylpropyl)-9-hydroxy-10-methoxy-1H,2H,3H,4H,6H,7H,11bH-pyrido[2,1-a]isoquinoline-2,9-diol